3-(4-amino-7-(3-methylpyridin-4-yl)-2-(pyridin-2-ylmethyl)-2H-[1,2,3]triazolo[4,5-c]pyridin-6-yl)benzonitrile NC1=NC(=C(C=2C1=NN(N2)CC2=NC=CC=C2)C2=C(C=NC=C2)C)C=2C=C(C#N)C=CC2